6-fluoro-3-(1-[3-(2H-1,2,3-triazol-2-yl)propyl]pyrrolidin-3-yl)-1H-indol-4-ol FC=1C=C(C=2C(=CNC2C1)C1CN(CC1)CCCN1N=CC=N1)O